bis(4-nitrophenylbutyl)-2,5-pyrazinedicarboxylate [N+](=O)([O-])C1=CC=C(C=C1)CCCCC1=C(N=C(C(=N1)C(=O)[O-])CCCCC1=CC=C(C=C1)[N+](=O)[O-])C(=O)[O-]